C(C1=CC=CC=C1)OC=1C=C(C=CC1OC)N1C(N[C@H](CC1)C)=O (S)-1-(3-(benzyloxy)-4-methoxyphenyl)-4-methyltetrahydropyrimidin-2(1H)-one